2-methyl-6-oxo-3,6-dihydropyrimidine-4-carboxylic acid CC1=NC(C=C(N1)C(=O)O)=O